O=C1C2=C(C=NN1)N(N=C2)CC(=O)OCC ethyl 2-(4-oxo-4,5-dihydro-1H-pyrazolo[3,4-d]pyridazin-1-yl)acetate